6-fluoro-4,4-dimethyl-7-(1-methyl-1H-pyrazol-5-yl)spiro[chromane-2,1'-cyclopropane]-8-carbonitrile FC=1C=C2C(CC3(CC3)OC2=C(C1C1=CC=NN1C)C#N)(C)C